5-hydroxy-3-(1-methyl-3-(trifluoromethyl)-1H-pyrazol-5-yl)-7-oxabicyclo[2.2.1]heptane-2-carboxamide OC1C2C(C(C(C1)O2)C(=O)N)C2=CC(=NN2C)C(F)(F)F